5-fluoro-4-[4-methyl-5-oxo-3-(propan-2-yl)-4,5-dihydro-1H-1,2,4-triazol-1-yl]-2-{[(2S)-4-methylpent-2-yl]oxy}-N-(pyridin-4-yl)benzamide FC=1C(=CC(=C(C(=O)NC2=CC=NC=C2)C1)O[C@@H](C)CC(C)C)N1N=C(N(C1=O)C)C(C)C